CN1CC(C1)(C)[C@@](C=1C=C(C=NC1)C1=NC(=NO1)C(C)(C)O)(C1=CC=C(C=C1)C(C)C)O 2-(5-{5-[(R)-(1,3-dimethyl-azetidin-3-yl)-hydroxy-(4-isopropyl-phenyl)-methyl]-pyridin-3-yl}-[1,2,4]Oxadiazol-3-yl)-propan-2-ol